FC1=CC=CC=2N(C(NC21)=O)C=2C=NC(=CC2)NC 4-fluoro-1-(6-(methylamino)pyridin-3-yl)-1H-benzo[d]imidazol-2(3H)-one